COC=1C=C(CNC2=NC(=NN3C2=CC=C3)SCC3=CC=C(C(=O)O)C=C3)C=CC1OC 4-[[[4-[(3,4-dimethoxybenzyl)amino]pyrrolo[2,1-f][1,2,4]triazin-2-yl]thio]methyl]benzoic acid